3-[[tert-Butyl-(dimethyl)silyl]oxymethyl]aniline C(C)(C)(C)[Si](OCC=1C=C(N)C=CC1)(C)C